stilbenedisulfonate C1(=C(C(=CC=C1)S(=O)(=O)[O-])S(=O)(=O)[O-])C=CC1=CC=CC=C1